diphenylvinylsilyl-(1,2,4-triazole) C1(=CC=CC=C1)C(=C[SiH2]C1=NNC=N1)C1=CC=CC=C1